N-(3-(2-chloroacetamido)phenyl)-1-(4-fluorobenzyl)-7-methyl-5-(1H-pyrrole-2-carbonyl)-4,5,6,7-tetrahydro-1H-pyrazolo[4,3-c]pyridine-3-carboxamide ClCC(=O)NC=1C=C(C=CC1)NC(=O)C1=NN(C2=C1CN(CC2C)C(=O)C=2NC=CC2)CC2=CC=C(C=C2)F